4,5-dimethyl-2-(methylthiomethyl)-1,3-dithiolane CC1SC(SC1C)CSC